(R)-2,3-bis(tetradecanoyloxy)propyl ((2-pentyl-1,3-dioxolan-4-yl)methyl) phosphate P(=O)(OC[C@@H](COC(CCCCCCCCCCCCC)=O)OC(CCCCCCCCCCCCC)=O)(OCC1OC(OC1)CCCCC)[O-]